FC1=C(COC2=CC=3CC4C(C3C=C2)C4C(=O)OCC)C=C(C=C1)C=1C=NC(=CC1C(F)(F)F)OCCCS(=O)(=O)C 4-{2-fluoro-5-[6-(3-methanesulfonyl-propoxy)-4-trifluoromethyl-pyridin-3-yl]-benzyloxy}-1,1a,6,6a-tetrahydro-cyclopropa[a]indene-1-carboxylic acid, ethyl ester